N-((2-(4-fluoro-6-(4,7-diazaspiro[2.5]octan-7-yl)pyridin-2-yl)-1,6-naphthyridin-7-yl)methyl)-4-methyl-3-(methylsulfonyl)benzamide FC1=CC(=NC(=C1)N1CCNC2(CC2)C1)C1=NC2=CC(=NC=C2C=C1)CNC(C1=CC(=C(C=C1)C)S(=O)(=O)C)=O